ethyl 2-(7-formyl-4,5-dihydro-2H-benzo[e]indazol-2-yl)-3-methylbutanoate C(=O)C1=CC2=C(C3=CN(N=C3CC2)C(C(=O)OCC)C(C)C)C=C1